5-benzyl-N-((1aS,2R,8bR)-4-methyl-3-oxo-1,1a,2,3,4,8B-hexahydrobenzo[B]cycloprop[d]azepin-2-yl)-4H-1,2,4-triazole-3-carboxamide C(C1=CC=CC=C1)C=1NC(=NN1)C(=O)N[C@@H]1[C@@H]2[C@H](C3=C(N(C1=O)C)C=CC=C3)C2